O(S(=O)(=O)C(F)(F)F)C(=CC)CCC Hex-2-en-3-yl triflate